[Na+].BrC=1C=C(C=CC1)S(=O)(=O)[O-] 3-bromobenzenesulfonic acid sodium salt